1-hexadecenal C(=CCCCCCCCCCCCCCC)=O